CC(=O)C1C=CC(O)=CC=1 4-hydroxyacetophenone